IC1=CC=C(C(=O)OC2C(CCCC2)[Se]C2=CC=CC=C2)C=C1 2-(phenylselanyl)cyclohexyl 4-iodobenzoate